(E)-imino(3-methoxypyridin-2-yl)(2-(3-(trifluoromethyl)pyridin-2-yl)vinyl)-λ6-sulfanone N=S(=O)(\C=C\C1=NC=CC=C1C(F)(F)F)C1=NC=CC=C1OC